C(C1=CC=CC=C1)N1[C@@H](C(NC[C@@H](C1)O)=O)CC(C)C (3R,6S)-4-benzyl-6-hydroxy-3-isobutyl-1,4-diazepan-2-one